Ethyl-{[5-(3,4-difluorophenyl)-1-(3-fluoropyridin-2-yl)-1H-pyrazol-3-yl]oxy}acetat C(C)OC(COC1=NN(C(=C1)C1=CC(=C(C=C1)F)F)C1=NC=CC=C1F)=O